N1N=CC2=C1OC=CC=N2 1H-pyrazolo[3,4-b][1,4]oxazepin